N-methyl-6-[3-(6-methyl-2-pyridyl)-1H-pyrazol-4-yl]-N-[rac-(3R)-1-methylpyrrolidin-3-yl]-1,5-naphthyridin-3-amine CN(C=1C=NC2=CC=C(N=C2C1)C=1C(=NNC1)C1=NC(=CC=C1)C)[C@H]1CN(CC1)C |r|